N-[2-(2,4-dichlorophenylthio)ethyl]-N-methyl-prop-2-yn-1-amine ClC1=C(C=CC(=C1)Cl)SCCN(CC#C)C